ClC1=CC=C2C=CN(C2=C1Cl)S(=O)(=O)C1=CC=C(C)C=C1 6,7-dichloro-1-tosyl-1H-indole